N,N-diethyl-N-butyl-N-Heptylammonium C(C)[N+](CCCCCCC)(CCCC)CC